1-[4-[3,5-difluoro-4-(trifluoromethyl)phenyl]-3-fluorophenyl]-4-(5-propyl-1,3-dioxane-2-yl)cyclohexanol FC=1C=C(C=C(C1C(F)(F)F)F)C1=C(C=C(C=C1)C1(CCC(CC1)C1OCC(CO1)CCC)O)F